cis-7-fluoro-5-isopropyl-N-methoxy-N-methyl-6,7-dihydro-5H-pyrrolo[1,2-b][1,2,4]triazole-2-carboxamide F[C@H]1C[C@H](N2N=C(N=C21)C(=O)N(C)OC)C(C)C